(4-methoxybenzyl)-3-(4-nitrophenyl)imidazo[1,5-c]pyrimidin-5-amine COC1=CC=C(CC=2N=C(N3C(=NC=CC32)N)C3=CC=C(C=C3)[N+](=O)[O-])C=C1